C(C)(=O)NC1=CC=C(C=N1)NC(C1=CC(=CC=C1)C#CC1=NC=CC=C1)=O N-(6-ACETAMIDOPYRIDIN-3-YL)-3-(PYRIDIN-2-YLETHYNYL)BENZAMIDE